Cesium-tungsten [W].[Cs]